C(CCCCCCC)[SiH2]CCCCCN1C=CC2=CC=CC=C12 1-(5-(octylsilyl)pentanyl)1H-indole